(R)-3-(benzyloxy)-1-(2-(4-methoxyphenyl)-2-hydroxyethyl)-2-methylpyridin-4(1H)-one C(C1=CC=CC=C1)OC1=C(N(C=CC1=O)C[C@H](O)C1=CC=C(C=C1)OC)C